6-chloro-5-(((triisopropylsilyl)oxy)methyl)nicotinaldehyde ClC1=NC=C(C=O)C=C1CO[Si](C(C)C)(C(C)C)C(C)C